BrC=1C(=CC2=C(C=C(S2)C(CCC(=O)OCC)=O)C1)O ethyl 4-(5-bromo-6-hydroxy-benzothien-2-yl)-4-oxobutanoate